1-(2-methoxyethyl)-3-(5-methyl-1,3,4-thiadiazol-2-yl)benzimidazol-2-one COCCN1C(N(C2=C1C=CC=C2)C=2SC(=NN2)C)=O